C(C)(C)(C)OC(=O)N1[C@@H]([C@@H]([C@H](C1)OC(=O)OC(C)(C)C)OC(=O)C1CN(C1)C(C)=O)CC1=CC=C(C=C1)OC.C(C)O[Si](CCCN=C=O)(OCC)OCC Triethoxy(3-isocyanatopropyl)silane tert-butyl-(2R,3S,4S)-3-(1-acetylazetidine-3-carbonyloxy)-4-[(tert-butoxycarbonyl)oxy]-2-[(4-methoxyphenyl)methyl]pyrrolidine-1-carboxylate